C(C1=CC=CC=C1)C=1N=NC(=C(C1C)SC1=CC=CC=C1)CC1=CC=CC=C1 3,6-dibenzyl-4-methyl-5-(phenylsulfanyl)pyridazine